S1C(=CC=C1)NC(=O)[O-] Thiolcarbamate